phosphonooxy-2,2,6,6-tetramethylpiperidine P(=O)(O)(O)ON1C(CCCC1(C)C)(C)C